FC[C@](N)(CC1=CC=C(C=C1)O)C(=O)O (S)-α-Fluoromethyltyrosine